[C@@H]12NC[C@@H]([C@@H](C1)SC1=CC=C(N=N1)C1=C(C=C(C=C1)/C=C/C(=O)NC)O)CC2 (E)-3-(4-(6-(((1S,4S,5R)-2-azabicyclo[2.2.2]octan-5-yl)thio)pyridazin-3-yl)-3-hydroxyphenyl)-N-methylacrylamide